6-bromophthalazin-1(2H)-one BrC=1C=C2C=NNC(C2=CC1)=O